ClC1=C(C=C2C=C(N=CC2=C1)NC(=O)C1C(C1C=1C=NN(C1)C)CC)N1CCC(CC1)(F)C#N N-[7-chloro-6-(4-cyano-4-fluoro-1-piperidyl)-3-isoquinolyl]-2-ethyl-3-(1-methylpyrazol-4-yl)cyclopropanecarboxamide